(E)-3-(4-hydroxy-3,5-dimethylphenyl)-1-(6-(methylthio)-3-(trifluoromethyl)benzofuran-2-yl)prop-2-en-1-one OC1=C(C=C(C=C1C)/C=C/C(=O)C=1OC2=C(C1C(F)(F)F)C=CC(=C2)SC)C